C(CCCCCCCCCCCCCCCCCC)OC(CCCCCCCCCCCCCCCCCCCCCCCCCCCCCCCCCC)=O.CCCCCCCCCCCCCCCCCCCCCCCCCCCCCCCCCCC pentatriacontane nonadecyl-pentatriacontanoate